6-methyl-7-(pyrazolo[1,5-a]pyridin-3-ylethynyl)-N-(3-(trifluoromethyl)phenyl)benzo[d]isoxazol-3-amine CC1=C(C2=C(C(=NO2)NC2=CC(=CC=C2)C(F)(F)F)C=C1)C#CC=1C=NN2C1C=CC=C2